N1C=2C(=NS1)N=CC2 pyrrolo[2,3-c]-1,2,5-thiadiazole